2-(3-(4-ETHYLPHENYL)UREIDO)-3-(M-TOLYL)PROPANAMIDE C(C)C1=CC=C(C=C1)NC(NC(C(=O)N)CC=1C=C(C=CC1)C)=O